F[C@@H]1C[C@H](N(C1)C(=O)OC(C)(C)C)C(NC1=NC(=CC=C1)C)=O tert-Butyl (2S,4R)-4-fluoro-2-((6-methylpyridin-2-yl)carbamoyl)pyrrolidine-1-carboxylate